(E)-2-((5-((1H-indol-3-yl)methylene)-4-oxo-4,5-dihydrothiazol-2-yl)amino)benzoic acid N1C=C(C2=CC=CC=C12)\C=C\1/C(N=C(S1)NC1=C(C(=O)O)C=CC=C1)=O